(S)-N-(4-((2-chloro-6-fluorophenyl)carbamoyl)-2-fluoro-5-((1,1,1-trifluoropropan-2-yl)oxy)phenyl)-3-(fluoromethyl)azetidine-1-carboxamide potassium peroxysulfate S(=O)(=O)([O-])O[O-].[K+].ClC1=C(C(=CC=C1)F)NC(=O)C1=CC(=C(C=C1O[C@H](C(F)(F)F)C)NC(=O)N1CC(C1)CF)F.[K+]